3-[(2,5-dimethylfuran-3-yl)disulfanyl]-2,5-dimethylfuran CC=1OC(=CC1SSC1=C(OC(=C1)C)C)C